(S)-quinuclidin-3-yl (5-(3-(tert-butyl)phenyl)-6-fluoro-2,2-dimethyl-2,3-dihydro-1H-inden-1-yl)carbamate C(C)(C)(C)C=1C=C(C=CC1)C=1C=C2CC(C(C2=CC1F)NC(O[C@@H]1CN2CCC1CC2)=O)(C)C